(5,7-dimethylbenzo[d]thiazol-2-yl)piperidine-4-carboxamide CC=1C=C(C2=C(N=C(S2)N2CCC(CC2)C(=O)N)C1)C